1,2-BIS(2-METHYLFURAN-3-YL)DISULFANE CC=1OC=CC1SSC1=C(OC=C1)C